C(C)(C)(C)OC(=O)N1CCN(CC1)C1=C(C(=NC2=C(C(=C(C=C12)Cl)Br)F)O[C@@H]1CN(C[C@H]1OC)C)C#N 4-(7-Bromo-6-chloro-3-cyano-8-fluoro-2-(((3R,4R)-4-methoxy-1-methylpyrrolidin-3-yl)oxy)quinolin-4-yl)piperazine-1-carboxylic acid tert-butyl ester